NC=1C2=C(N=CN1)N(C(=C2C2=CC=C(C=C2)NC2=NC=CC=C2)C#CC2CCN(CC2)C(C=C)=O)C(C)C 1-(4-((4-amino-7-isopropyl-5-(4-(pyridin-2-ylamino)phenyl)-7H-pyrrolo[2,3-d]pyrimidin-6-yl)-ethynyl)piperidin-1-yl)prop-2-en-1-one